CC=1C=C(C=CC1C=1C=NNC1)C1=NNC(OC1)=O 5-[3-Methyl-4-(1H-pyrazol-4-yl)phenyl]-3,6-dihydro-2H-1,3,4-oxadiazin-2-one